6-chloro-3-(difluoromethoxy)-2-fluoro-pyridine ClC1=CC=C(C(=N1)F)OC(F)F